NC1CN(CC1)C(C(F)F)=O 1-(3-Aminopyrrolidin-1-yl)-2,2-difluoroethan-1-one